(Z)-5-((5-(2-cyanoethyl)-2-oxoindolin-3-ylidene)methyl)-N-(2-(diethylamino)ethyl)-2,4-dimethyl-1H-pyrrole-3-carboxamide C(#N)CCC=1C=C2/C(/C(NC2=CC1)=O)=C/C1=C(C(=C(N1)C)C(=O)NCCN(CC)CC)C